dimethylphenyl mercaptan CC=1C(=C(C=CC1)S)C